N-[(1R,3s,5S)-1,5-dimethyl-8-azabicyclo[3.2.1]oct-3-yl]-5-(7-fluoro-2-methyl-2H-indazol-5-yl)-N-methyl-[1,3]thiazolo[5,4-b]pyridin-2-amine C[C@]12CC(C[C@](CC1)(N2)C)N(C=2SC1=NC(=CC=C1N2)C2=CC1=CN(N=C1C(=C2)F)C)C